[I-].C(#N)C=1C=CC2=C(N(C=[N+]2C)C2=CC=CC=C2)C1 6-cyano-3-methyl-1-phenyl-1H-benzo[d]imidazol-3-ium iodide